(S)-N-(4-AMINO-3,4-DIOXO-1-PHENYLBUTAN-2-YL)-1-METHYL-5-PHENYL-1H-IMIDAZOLE-4-CARBOXAMIDE NC(C([C@H](CC1=CC=CC=C1)NC(=O)C=1N=CN(C1C1=CC=CC=C1)C)=O)=O